FC(C=1C(=NC(=NC1)NC1CCN(CC1)S(=O)(=O)C)C1=CN=C(S1)OC)F 5-(difluoromethyl)-4-(2-methoxy-1,3-thiazol-5-yl)-N-(1-methylsulfonylpiperidin-4-yl)pyrimidin-2-amine